C(N)(=O)C1=C(SC=2C(OC(CC21)(C)C)(C)C)NC(=O)C2=NNC(=C2)C N-(3-carbamoyl-5,5,7,7-tetramethyl-5,7-dihydro-4H-thieno[2,3-c]pyran-2-yl)-5-methyl-1H-pyrazole-3-carboxamide